Benzyl (4R)-4-Hydroxy-1-{[1-(4-methoxyphenyl)cyclopentyl]carbonyl}-D-prolinate O[C@@H]1C[C@@H](N(C1)C(=O)C1(CCCC1)C1=CC=C(C=C1)OC)C(=O)OCC1=CC=CC=C1